C1(CC1)C1=CC(=NN1)NC(CC=1C=NN(C1)C=1SC=CN1)=O N-(5-cyclopropyl-1H-pyrazol-3-yl)-2-[1-(1,3-thiazol-2-yl)-1H-pyrazol-4-yl]acetamide